NC=1C=C(C=C(C1)C(F)(F)F)C(C)=O 1-(3-amino-5-(trifluoromethyl)phenyl)ethan-1-one